BrC[SiH](OC)OC 1-bromomethyl-dimethoxysilane